C(CCCCCCCC)N(CCCCCNC(OC(C)(C)C)=O)CCCCCCCCC tert-butyl (5-(dinonylamino)pentyl)carbamate